4-(2-(3-(3-(1-methyl-1H-indazol-6-yl)-1,4-dihydrothieno[2',3':4,5]cyclopenta[1,2-c]pyrazol-6-yl)phenoxy)ethyl)morpholine CN1N=CC2=CC=C(C=C12)C=1C2=C(NN1)C1=C(C2)SC(=C1)C=1C=C(OCCN2CCOCC2)C=CC1